1-(1-((1-hexylcyclohexanecarbonyl)oxy)ethyl)-5-(4-(hexyloxy)-1,2,5-thiadiazol-3-yl)-1-methyl-1,2,3,6-tetrahydropyridin-1-ium iodide [I-].C(CCCCC)C1(CCCCC1)C(=O)OC(C)[N+]1(CCC=C(C1)C1=NSN=C1OCCCCCC)C